CC(C(=O)O)(C)C=1OC(=NN1)C=1C(=CC2=C(N(C([C@H](CS2)NC(=O)OC(C)(C)C)=O)CC2=CC=C(C=C2)Cl)C1)F 2-methyl-2-[5-[(3R)-3-(tert-butoxycarbonylamino)-5-[(4-chlorophenyl)methyl]-8-fluoro-4-oxo-2,3-dihydro-1,5-benzothiazepin-7-yl]-1,3,4-oxadiazol-2-yl]propanoic acid